CC1=CC(=C(C=C1)N=NC=1C(C(C=C2C=CC=CC12)C(=O)[O-])=O)S(=O)(=O)O 4-[(4-methyl-2-sulfophenyl) diazenyl]-3-oxo-naphthalene-2-carboxylate